4-((4-(4-(2,4-dioxotetrahydropyrimidin-1(2H)-yl)-6-methyl-1H-indol-1-yl)piperidin-1-yl)methyl)piperidine-1-carboxylate O=C1N(CCC(N1)=O)C1=C2C=CN(C2=CC(=C1)C)C1CCN(CC1)CC1CCN(CC1)C(=O)[O-]